C(=O)(OCC1=CC=CC=C1)N[C@@H](C)C(=O)O Cbz-ALANINE